NC1=NC(=C(C=C1C=1C=C2CCNC(C2=CC1)=O)C1=C(C=C(C=C1)OC1CCNCC1)OC)F 6-(2-amino-6-fluoro-5-(2-methoxy-4-(piperidin-4-yloxy)phenyl)pyridin-3-yl)-3,4-dihydroisoquinolin-1(2H)-one